benzyl-3-fluoro-N-[2-[2-[2-[2-(2-hydroxyethoxy)ethoxy]ethoxy]ethoxy]ethyl]-5-nitro-benzenesulfonamide C(C1=CC=CC=C1)C1=C(C=C(C=C1F)[N+](=O)[O-])S(=O)(=O)NCCOCCOCCOCCOCCO